P([O-])([O-])[O-].C[Si+](C)C.C[Si+](C)C.[Na+] sodium bis(trimethylsilicon) phosphite